ClC=1C=C(C=C(C1)OC(F)(F)F)O 3-Chloro-5-trifluoromethoxyphenol